5-(aminomethyl)-1-methylpyridin-2(1H)-one hydrochloride Cl.NCC=1C=CC(N(C1)C)=O